C(C1=CC=CC=C1)(=O)N1C(N(C=CC1=O)[C@H]1[C@@H]([C@@H]([C@H](O1)/C=C/P(OC)(OC)=O)O)CCOC)=O dimethyl ((E)-2-((2R,3S,4R,5R)-5-(3-benzoyl-2,4-dioxo-3,4-dihydropyrimidin-1(2H)-yl)-3-hydroxy-4-(2-methoxyethyl)tetrahydrofuran-2-yl)vinyl)phosphonate